NC1=C(C=CC(=N1)C1N(CCN(C1)CCC(F)(F)F)CC1=C2C=CN(C2=C(C=C1OC)C)C(=O)OCCCC)C(=O)OC butyl 4-((2-(6-amino-5-(methoxycarbonyl)pyridin-2-yl)-4-(3,3,3-trifluoropropyl)piperazin-1-yl)methyl)-5-methoxy-7-methylindole-1-carboxylate